3-(4,4-difluoroazepan-1-yl)-N-(3-sulfamoylphenyl)quinoline-3-carboxamide FC1(CCN(CCC1)C1(CN=C2C=CC=CC2=C1)C(=O)NC1=CC(=CC=C1)S(N)(=O)=O)F